ClC1=CN=C(C=C1C(=O)NC1=CC(=CC(=C1)N1[C@H](COCC1)COC)Cl)N1S(CCC1)(=O)=O (S)-5-chloro-N-(3-chloro-5-(3-(methoxymethyl)morpholino)phenyl)-2-(1,1-dioxidoisothiazolidin-2-yl)isonicotinamide